FC=1C=C(C=CC1OC1=NC=NC2=CC(=C(C=C12)OCCCN1CCOCC1)OC)NC(=O)C1=C(N(C2=CC=C(C=C2C1=O)OC(F)(F)F)C)C N-(3-fluoro-4-((7-methoxy-6-(3-morpholinopropoxy)quinazolin-4-yl)oxy)phenyl)-1,2-dimethyl-4-oxo-6-(trifluoromethoxy)-1,4-dihydroquinoline-3-carboxamide